3,5-di-tert-butyl-salicylic acid C(C)(C)(C)C1=C(C(C(=O)O)=CC(=C1)C(C)(C)C)O